NC1=NN2C(C=C(C=C2)C=2C=NC=C(C(=O)NCCC(C)C3=CC=CC=C3)C2)=N1 5-(2-amino-[1,2,4]triazolo[1,5-a]pyridin-7-yl)-N-(3-phenylbutyl)nicotinamide